L-tert-butylglycine N[C@@H](C(C)(C)C)C(=O)O